C(C)(C)(C)OC(=O)N1C[C@H](CC1)[C@@H](C(=O)OC(C)(C)C)CC1=CC2=C(OCCO2)C(=C1)CON1C(C2=CC=CC=C2C1=O)=O (R)-3-((S)-1-(tert-butoxy)-3-(8-(((1,3-dioxoisoindol-2-yl)oxy)methyl)-2,3-dihydrobenzo[b][1,4]dioxin-6-yl)-1-oxopropan-2-yl)pyrrolidine-1-carboxylic acid tert-butyl ester